FC1=C(C(=C(C(=C1F)F)F)O)C=1C(=C(C(=C(C1F)F)F)F)O perfluoro-biphenol